O=C1NC(CCC1NC1=CC(=C(C(=C1)F)N1CC2(C1)CN(C2)CC2CCN(CC2)C(=O)OC(C)(C)C)F)=O tert-butyl 4-[[2-[4-[(2,6-dioxo-3-piperidyl)amino]-2,6-difluoro-phenyl]-2,6-diazaspiro[3.3]heptan-6-yl]methyl]piperidine-1-carboxylate